4-(2-chloro-6-methoxypyridin-3-yl)butane-1-thiol hydrochloride Cl.ClC1=NC(=CC=C1CCCCS)OC